ClC=1C=C(C=CC1C(F)(F)F)N1CN=CC2=C1CCN=C2 N-(3-Chloro-4-(trifluoromethyl)phenyl)-7,8-dihydropyrido[4,3-d]pyrimidine